2-((4-(6-((4-Cyclopropyl-2-fluorobenzyl)oxy)pyridin-2-yl)piperidin-1-yl)methyl)-4-(difluoromethoxy)-1-methyl-1H-benzo[d]imidazole-6-carboxylic acid C1(CC1)C1=CC(=C(COC2=CC=CC(=N2)C2CCN(CC2)CC2=NC3=C(N2C)C=C(C=C3OC(F)F)C(=O)O)C=C1)F